S1C(=NC2=C1C=CC=C2)COC2=CC=CC(=N2)[C@@]21CCN(C[C@H]1C2)CC2=NC1=C(N2C[C@H]2OCC2)C=C(C=C1)C(=O)O 2-(((1S,6R)-6-(6-(benzo[d]thiazol-2-ylmethoxy)pyridin-2-yl)-3-azabicyclo[4.1.0]heptan-3-yl)methyl)-1-(((S)-oxetan-2-yl)methyl)-1H-benzo[d]imidazole-6-carboxylic acid